6-(propylcarbamoyl)-3-(9-((1,2,3,4-tetrahydroisoquinolin-6-yl)carbamoyl)-4,5-dihydrobenzo[b]thieno[2,3-d]oxepin-8-yl)picolinic acid C(CC)NC(=O)C1=CC=C(C(=N1)C(=O)O)C=1C(=CC2=C(OCCC3=C2SC=C3)C1)C(NC=1C=C3CCNCC3=CC1)=O